pyrido[2,3-d]pyridin-2,4(3H,8H)-dione N=1C(CC(C=2C1CC=NC2)=O)=O